((3s,4r)-3-fluoro-1-(6-(1-methyl-1H-pyrazol-4-yl)pyrazolo[1,5-a]pyrazin-4-yl)piperidin-4-yl)methylamine F[C@@H]1CN(CC[C@@H]1CN)C=1C=2N(C=C(N1)C=1C=NN(C1)C)N=CC2